ClC1=NC(=C2N=CN(C2=N1)C(CCO)CCCC)Cl 3-(2,6-Dichloro-9H-purin-9-yl)heptan-1-ol